2,2-dimethyl-7-benzofuranol CC1(OC2=C(C1)C=CC=C2O)C